C(CCCCCCCCCCCCCCCCC)(=O)[O-].[Hf+4].C(CCCCCCCCCCCCCCCCC)(=O)[O-].C(CCCCCCCCCCCCCCCCC)(=O)[O-].C(CCCCCCCCCCCCCCCCC)(=O)[O-] hafnium stearate